NC1=NC=C(C=C1O[C@H](C)C1=C(C(=O)N2[C@@H](C[C@H](C2)F)C2=NN(C(=C2)C#N)C)C=CC(=C1)F)Br 3-((2s,4R)-1-(2-((R)-1-((2-amino-5-bromopyridin-3-yl)oxy)ethyl)-4-fluorobenzoyl)-4-fluoropyrrolidin-2-yl)-1-methyl-1H-pyrazole-5-carbonitrile